pyrrolidin-3-ol mesylate S(C)(=O)(=O)OC1CNCC1